FC(C(=O)O)(F)F.C(#N)C=1C=C(C(=O)NC2=CC(=CC=C2)C(CC#N)N2N=CC(=C2)C=2C3=C(N=CN2)NC=C3)C=CC1 3-cyano-N-(3-{2-cyano-1-[4-(7H-pyrrolo[2,3-d]pyrimidin-4-yl)-1H-pyrazol-1-yl]-ethyl}phenyl)benzamide trifluoroacetate